ClC1=CC=C(C=C1)NC(=NC#N)NC(C)C1CCC(CC1)C1=CC=NC2=CC=C(C=C12)F 1-(4-chlorophenyl)-2-cyano-3-(1-(4-(6-fluoroquinolin-4-yl)cyclohexyl)ethyl)guanidine